2-((1r,2r)-1-(2-chloro-5-fluorophenyl)-1-(1,5-dimethyl-1H-pyrazol-3-yl)propan-2-yl)-5-hydroxy-N-(isoxazol-4-yl)-1-methyl-6-oxo-1,6-dihydropyrimidine-4-carboxamide ClC1=C(C=C(C=C1)F)[C@@H]([C@@H](C)C=1N(C(C(=C(N1)C(=O)NC=1C=NOC1)O)=O)C)C1=NN(C(=C1)C)C